4-(1H-indol-1-yl)-5-(trifluoromethyl)pyrimidin-2-amine N1(C=CC2=CC=CC=C12)C1=NC(=NC=C1C(F)(F)F)N